3-ethoxy-4-(pent-3-en-1-yloxy)benzaldehyde C(C)OC=1C=C(C=O)C=CC1OCCC=CC